CC1=C(C=2N(C=C1C=1NC3=CC=C(C=C3C1C(C)C)C1CCC(CC1)NC1(COC1)C)N=CN2)C N-(4-(2-(7,8-dimethyl-[1,2,4]triazolo[1,5-a]pyridin-6-yl)-3-isopropyl-1H-indol-5-yl)cyclohexyl)-3-methyloxetan-3-amine